tert-Butyl ((S)-1-(((S)-1-(((S)-1-cyano-2-((S)-2-oxopyrrolidin-3-yl)ethyl)amino)-3-(3-fluorophenyl)-1-oxopropan-2-yl)amino)-3,3-dimethyl-1-oxobutan-2-yl)carbamate C(#N)[C@H](C[C@H]1C(NCC1)=O)NC([C@H](CC1=CC(=CC=C1)F)NC([C@H](C(C)(C)C)NC(OC(C)(C)C)=O)=O)=O